Cl.Cl.N1(C[C@H](CCC1)C1CCNCC1)CCC(=O)OC methyl (R)-3-([3,4'-bipiperidin]-1-yl)propanoate dihydrochloride